Cl.ClC1=CC(=NC2=NC=C(C=C12)N1C[C@H](N[C@@H](C1)C)C)C1=CC2=CN(N=C2C=C1O)C 5-{4-chloro-6-[(3R,5R)-3,5-dimethylpiperazin-1-yl]-1,8-naphthyridin-2-yl}-2-methylindazol-6-ol hydrochloride